6-bromo-N-[5-(2,2-difluoroethoxy)-4,6-dimethoxy-pyrimidin-2-yl]-7-pyrazol-1-yl-1H-indole-3-sulfonamide BrC1=CC=C2C(=CNC2=C1N1N=CC=C1)S(=O)(=O)NC1=NC(=C(C(=N1)OC)OCC(F)F)OC